7-(8-chloro-3-(methoxymethoxy)naphthalen-1-yl)-6,8-difluoro-2-(((2R,7aS)-2-fluorotetrahydro-1H-pyrrolizin-7a(5H)-yl)methoxy)quinazolin-4-ol ClC=1C=CC=C2C=C(C=C(C12)C1=C(C=C2C(=NC(=NC2=C1F)OC[C@]12CCCN2C[C@@H](C1)F)O)F)OCOC